oxonan O1CCCCCCCC1